OCCCOC=1C=C2C=CC(OC2=CC1)=O 6-(3-hydroxypropoxy)-2H-chromen-2-one